C(#N)C1=CC(=C(OC=2C3=C(N=C(N2)NC2=CC=C(C=C2)C#N)CCN(C3)C(=O)OCC)C(=C1)C)C Ethyl 4-(4-cyano-2,6-dimethylphenoxy)-2-((4-cyanophenyl)amino)-7,8-dihydropyrido[4,3-d]pyrimidine-6(5H)-carboxylate